C(CCCF)F ethylene-ethylene difluoride